(E)-N-(4-methyl-5-(3-(2-(pyridin-2-yl)vinyl)-1H-indazol-6-yl)thiazol-2-yl)-4-((4-methylpiperazin-1-yl)methyl)benzamide CC=1N=C(SC1C1=CC=C2C(=NNC2=C1)\C=C\C1=NC=CC=C1)NC(C1=CC=C(C=C1)CN1CCN(CC1)C)=O